dodecafluoro-1-heptanol C(C(C(C(C(C(C(F)F)(F)F)(F)F)(F)F)(F)F)(F)F)O